CC1(COC2(C1)CCC(CC2)C=2C(=NN1C2CC(CC1)(F)F)CN(CCNC)C)C N1-((3-((5s,8s)-3,3-dimethyl-1-oxaspiro[4.5]decan-8-yl)-5,5-difluoro-4,5,6,7-tetrahydropyrazolo[1,5-a]-pyridin-2-yl)methyl)-N1,N2-dimethylethane-1,2-diamine